6-chloro-3-(2,2,2-trifluoroethyl)-3H-[1,2,3]triazolo[4,5-c]pyridine ClC1=CC2=C(C=N1)N(N=N2)CC(F)(F)F